NC[C@@]1(OC2=C(C1)C(=C(C(=C2)F)Cl)C2=C(C(=O)N)C=CC(=C2F)OC)C2=CC=CC=C2 2-((2S,4S)-2-(aminomethyl)-5-chloro-6-fluoro-2-phenyl-2,3-dihydrobenzofuran-4-yl)-3-fluoro-4-methoxybenzamide